1-ethyl-2,4-dimethyl-3-(4-methylphenyl)azetidine-3-carboxylic acid ethyl ester C(C)OC(=O)C1(C(N(C1C)CC)C)C1=CC=C(C=C1)C